6-(furan-3-yl)-N-(pyridin-4-ylmethyl)benzofuran-2-carboxamide O1C=C(C=C1)C1=CC2=C(C=C(O2)C(=O)NCC2=CC=NC=C2)C=C1